C[C@@H]1N(CC[C@@H](C1)OS(=O)(=O)C)C(=O)OC(C)(C)C |r| (rac)-tert-butyl (cis)-2-methyl-4-((methylsulfonyl)oxy)piperidine-1-carboxylate